FC1=CC=C(C=C1)C1=C(CCCC1)C(=O)N1CCN(CC1)CC=1C=C2CN(C(C2=CC1)=O)C1C(NC(CC1)=O)=O 3-(5-((4-(4'-fluoro-3,4,5,6-tetrahydro-[1,1'-biphenyl]-2-carbonyl)piperazin-1-yl)methyl)-1-oxoisoindolin-2-yl)piperidine-2,6-dione